N-[(1R)-1-{3-[(E)-2-cyclohexylethenyl]phenyl}ethyl]-6,7-dimethoxy-2-methylquinazolin-4-amine C1(CCCCC1)/C=C/C=1C=C(C=CC1)[C@@H](C)NC1=NC(=NC2=CC(=C(C=C12)OC)OC)C